C12(CC3CC(CC(C1)C3)C2)C=2OC(=NN2)C2CCN(CC2)C=C2OC2 (1-adamantyl)-5-(1-(oxiranyl-2-ylmethyl)-4-piperidinyl)-1,3,4-oxadiazole